(5-Ethyl-1,3-dioxan-5-yl)methylacrylat C(C)C1(COCOC1)COC(C=C)=O